6-aminoquinoline-4-carboxylic acid methyl ester hydrochloride Cl.COC(=O)C1=CC=NC2=CC=C(C=C12)N